3-(2-chloroethyl)-8-oxa-3-azabicyclo[3.2.1]octane ClCCN1CC2CCC(C1)O2